C(C)(C)OC1=C(C=NC=C1)C(=O)N 4-isopropoxypyridine-3-carboxamide